tert-butyl (3R,4R)-3-fluoro-4-({7-isopropyl-5-methylimidazo[4,3-f][1,2,4]triazin-2-yl}amino)piperidine-1-carboxylate F[C@@H]1CN(CC[C@H]1NC1=NN2C(C=N1)=C(N=C2C(C)C)C)C(=O)OC(C)(C)C